bis(dicyclopropylbismuthanylsulfanyl)(cyclopropyl)bismuthane C1(CC1)[Bi](C1CC1)S[Bi](C1CC1)S[Bi](C1CC1)C1CC1